dithiocarbonic acid O-(1-(5-acetylpyridin-2-yl) cyclobutyl) S-methyl ester CSC(OC1(CCC1)C1=NC=C(C=C1)C(C)=O)=S